4-[6-(4-fluoro-naphthalen-1-yl)-3-hydroxy-pyridin-2-yl]-4-oxo-butyric acid ethyl ester C(C)OC(CCC(=O)C1=NC(=CC=C1O)C1=CC=C(C2=CC=CC=C12)F)=O